isovanilloic acid C(C1=CC(O)=C(OC)C=C1)(=O)O